7-(3-{1-[(1-fluorocyclohexyl)methyl]-1H-pyrazol-4-yl}-6-methylpyridin-2-yl)-3-methoxycinnoline FC1(CCCCC1)CN1N=CC(=C1)C=1C(=NC(=CC1)C)C1=CC=C2C=C(N=NC2=C1)OC